7-(benzyloxy)-4-(4-bromophenyl)-3-(2,3-dihydro-1H-inden-5-yl)isochromane C(C1=CC=CC=C1)OC1=CC=C2C(C(OCC2=C1)C=1C=C2CCCC2=CC1)C1=CC=C(C=C1)Br